tert-Butyl 5-methyl-2-oxa-6-azaspiro[3.5]nonane-6-carboxylate CC1C2(COC2)CCCN1C(=O)OC(C)(C)C